S(=O)(=O)([O-])[O-].O[NH3+].[Li+] Lithium hydroxylammonium sulfate